L-(+)-tartaric acid ethyl-acetate C(C)OC(C)=O.C([C@H](O)[C@@H](O)C(=O)O)(=O)O